5-bromo-2-ethyl-7-methylpyrazolo[1,5-a]pyridin-3-amine BrC1=CC=2N(C(=C1)C)N=C(C2N)CC